hydroxy methyl-propyl-phenyl ether CC=1C(=C(C=CC1)OO)CCC